1-(4-bromopyridin-2-yl)-3-((1-methylpiperidin-4-yl)methyl)urea BrC1=CC(=NC=C1)NC(=O)NCC1CCN(CC1)C